C(C)(C)N(C(C(=O)C1=CNC2=CC=C(C(=C12)C)OC)=O)C N-isopropyl-2-(5-methoxy-4-methyl-1H-indol-3-yl)-N-methyl-2-oxoacetamide